FC(C(=O)O)(F)F.NC1=NC=CC(=C1F)CC=1C(=C(C(=C(C(=O)O)C1)NC1=C(C=C(C=C1)I)F)F)F 5-[(2-amino-3-fluoropyridin-4-yl)methyl]-3,4-difluoro-2-(2-fluoro-4-iodoanilino)benzoic acid trifluoroacetate